(S)-1-(isopropylamino)-7-(piperidin-3-ylamino)-2,6-naphthyridine-3-carbonitrile C(C)(C)NC1=NC(=CC2=CN=C(C=C12)N[C@@H]1CNCCC1)C#N